CC1NC2=CC=CC=C2C1 2-METHYL-2,3-DIHYDRO-1H-INDOLE